C(CCC)N1C(=NC=C1)C 1-butyl-2-methylimidazole